C1(CC1)N1C(=CC=2N=NC(=CC21)C2=C(C=CC=C2)O)[C@@H]2CN(CC2)C2=NC=C(C=N2)C=2N=NN(C2)[C@H](C(=O)OC)C(C)C methyl (2S)-2-(4-{2-[(3S)-3-[5-cyclopropyl-3-(2-hydroxyphenyl)pyrrolo[3,2-c]pyridazin-6-yl]pyrrolidin-1-yl]pyrimidin-5-yl}-1,2,3-triazol-1-yl)-3-methylbutanoate